2-(6-((4-(2-Amino-7-(difluoromethyl)thieno[3,2-d]pyrimidin-4-yl)-1H-1,2,3-triazol-1-yl)methyl)pyridin-2-yl)propan-2-ol NC=1N=C(C2=C(N1)C(=CS2)C(F)F)C=2N=NN(C2)CC2=CC=CC(=N2)C(C)(C)O